tert-butyl 2-((2'-(3-(tert-butoxy)-3-oxopropoxy)-[1,1'-biphenyl]-3-yl)methyl)-3-(methylsulfonamido)piperidine-1-carboxylate C(C)(C)(C)OC(CCOC1=C(C=CC=C1)C1=CC(=CC=C1)CC1N(CCCC1NS(=O)(=O)C)C(=O)OC(C)(C)C)=O